3-[(4,6-dimethylpyridin-2-yl)sulfanyl]-N-hydroxy-5,6-dimethylpyridazine-4-carboximidamide CC1=CC(=NC(=C1)C)SC=1N=NC(=C(C1C(NO)=N)C)C